Cl[C@]12C[C@H]3[C@@H]([C@](C[C@H](C1)C3)(C2)O)[C@@H](N)C2=CC=CC=C2 (R)-((1S,2R,3S,5S,7R)-5-chloro-1-hydroxyadamantan-2-yl)(phenyl)methanamine